C(C)(C)NC=1C2=C(N(C(C1)=O)CC1=CC=C(C=C1)OC)C=CS2 7-(isopropylamino)-4-(4-methoxybenzyl)thieno[3,2-b]pyridin-5(4H)-one